((6-chloro-2,3-dihydrobenzofuran-5-yl)amino)-7-ethyl-9-(tetrahydro-2H-pyran-4-yl)-7,9-dihydro-8H-purin-8-one ClC1=CC2=C(CCO2)C=C1NC1=NC=C2N(C(N(C2=N1)C1CCOCC1)=O)CC